CC=1C=C2C(=CC=NC2=CC1)C(=O)O 6-methyl-quinoline-4-carboxylic acid